C1(CC[C@]12CNCC2)=O (S)-6-azaspiro[3.4]octan-1-one